ClC=1C(=NC(=NC1)NC=1C=C(C=NC1)N1C(C2(CC1)CCN(CC2)C(CC2CCN(CC2)C2=CC=C(C=C2)NC2C(NC(CC2)=O)=O)=O)=O)N2CC(OCC2)C2=CC=CC=C2 3-((4-(4-(2-(2-(5-((5-chloro-4-(2-phenylmorpholino)pyrimidin-2-yl)amino)pyridin-3-yl)-1-oxo-2,8-diazaspiro[4.5]decan-8-yl)-2-oxoethyl)piperidin-1-yl)phenyl)amino)piperidine-2,6-dione